C(C)(C)(C)OC(C(CC1=CC=CC2=C1C=C(O2)CO[Si](C2=CC=CC=C2)(C2=CC=CC=C2)C(C)(C)C)[C@@H]2CN(CC2)C(=O)OC(C)(C)C)=O tert-butyl (3R)-3-(1-(tert-butoxy)-3-(2-(((tert-butyldiphenylsilyl)oxy)methyl)benzofuran-4-yl)-1-oxopropane-2-yl)pyrrolidine-1-carboxylate